dimethyl 2,2',6,6'-tetramethoxy-[1,1'-biphenyl]-4,4'-dicarboxylate COC1=C(C(=CC(=C1)C(=O)OC)OC)C1=C(C=C(C=C1OC)C(=O)OC)OC